C12CN(CC(C1)C2)C2=NC1=C(C=C(C=C1C(N2C)=O)C)C(C)NC2=C(C(=O)O)C=CC=C2 2-((1-(2-(3-azabicyclo[3.1.1]heptan-3-yl)-3,6-dimethyl-4-oxo-3,4-dihydroquinazolin-8-yl)ethyl)amino)benzoic acid